1-(5-aminopyridin-3-yl)-N-(4-chloro-1-(tetrahydro-2H-pyran-2-yl)-1H-indazol-5-yl)-1H-indazol-3-amine NC=1C=C(C=NC1)N1N=C(C2=CC=CC=C12)NC=1C(=C2C=NN(C2=CC1)C1OCCCC1)Cl